C(C)(C)(C)N1N=CC(=C(C1=O)Cl)OCC1=CC(=CC=C1)CO 2-(tert-butyl)-4-chloro-5-((3-(hydroxymethyl)benzyl)oxy)pyridazin-3(2H)-one